ClC=1C(=CC(=C(C1)C1=NNC=C1C1=NC2=CC(=CN=C2C=C1)C=1CN(CC1)C)F)F 2-[3-(5-chloro-2,4-difluoro-phenyl)-1H-pyrazol-4-yl]-7-(1-methyl-2,5-dihydropyrrol-3-yl)-1,5-naphthyridine